N,1-dimethyl-N-(2-(2-(2,2,2-trifluoroethylamino)pyrimidin-4-yl)-1H-pyrrolo[3,2-c]pyridin-6-yl)-1H-pyrazole-4-carboxamide CN(C(=O)C=1C=NN(C1)C)C1=CC2=C(C=N1)C=C(N2)C2=NC(=NC=C2)NCC(F)(F)F